N1C(=NC=C1)C(=O)OC1=C(C=C(C=C1OC)OC)O 2-(4,6-dimethoxy-2-hydroxyphenyl) imidazoleAt